ethyl 4-[5-[3-(4-chloro-6-methoxy-isoindolin-5-yl)oxypropoxy]-4-fluoro-6-methoxy-benzothiophen-2-yl]-4-oxo-butanoate ClC1=C2CNCC2=CC(=C1OCCCOC=1C(=CC2=C(C=C(S2)C(CCC(=O)OCC)=O)C1F)OC)OC